(trans)-tert-butyl 3-(N-benzyl-2-chloroacetamido)-4-hydroxypyrrolidine-1-carboxylate C(C1=CC=CC=C1)N(C(CCl)=O)[C@@H]1CN(C[C@H]1O)C(=O)OC(C)(C)C